OC(CN(CCCC(=O)OCCN1CCN(CC1)CCSSCCCN(CC(CCCCCC\C=C/CCCCCCCC)O)CC(CCCCCC\C=C/CCCCCCCC)O)CC(CCCCCCCC)O)CCCCCCCC 2-(4-(2-((3-(Bis((Z)-2-hydroxyoctadec-9-en-1-yl)amino)propyl) disulfaneyl)ethyl) piperazin-1-yl)ethyl 4-(bis(2-hydroxydecyl) amino)butanoate